FC1=C(C=CC(=C1F)OC)C1=CN=C2N1C=CN=C2NC2=CC(=C(C(=O)NCC1CCN(CC1)CC(=O)NCC1CN(CC1)C(=O)OC(C)(C)C)C=C2)CC tert-Butyl 3-[[[2-[4-[[[4-[[3-(2,3-difluoro-4-methoxy-phenyl)imidazo[1,2-a]pyrazin-8-yl]amino]-2-ethyl-benzoyl]amino]methyl]-1-piperidyl]acetyl]amino]methyl]pyrrolidine-1-carboxylate